3-ISOPROPYL-6-(PIPERIDIN-4-YLTHIO)-N-(2-(TRIFLUOROMETHYL)BENZYL)IMIDAZO[1,2-B]PYRIDAZIN-8-AMINE HYDROCHLORIDE Cl.C(C)(C)C1=CN=C2N1N=C(C=C2NCC2=C(C=CC=C2)C(F)(F)F)SC2CCNCC2